5-Ethyl-4-methyl-N-(4-(1,2,5,6-tetrahydropyridin-3-yl)phenyl)-1H-pyrazole-3-carboxamide C(C)C1=C(C(=NN1)C(=O)NC1=CC=C(C=C1)C=1CNCCC1)C